O=C[C@H](O)[C@@H](O)[C@H](O)[C@H](O)C 6-deoxy-D-glucose